P(=O)(OC[C@H]1O[C@@]([C@@H]([C@@H]1O)O)(C#N)C1=CC=C2C(=NC=NN21)N)(OC[C@@H](COCCCCCCCCCCCCCCCCCC)OC2=CC(=CC=C2)C#N)O ((2R,3S,4R,5R)-5-(4-aminopyrrolo[2,1-f][1,2,4]triazin-7-yl)-5-cyano-3,4-dihydroxytetrahydrofuran-2-yl)methyl ((R)-2-(3-cyanophenoxy)-3-(octadecyloxy)propyl) hydrogen phosphate